N-vinyl-pyrrolidone C(=C)N1C(CCC1)=O